1,1,1-Trimethylolpropan triacetoacetat C(CC(=O)C)(=O)O.C(CC(=O)C)(=O)O.C(CC(=O)C)(=O)O.C(O)C(CC)(CO)CO